N,N'-dimethyl-2,2-difluoroimidazolidine CN1C(N(CC1)C)(F)F